3a,4,5,6,7,7a-hexahydro-1H-benzo[d]Imidazole-2-carboxylic acid ethyl ester C(C)OC(=O)C1=NC2C(N1)CCCC2